6-methyl-4-chlorocoumarin CC=1C=C2C(=CC(OC2=CC1)=O)Cl